rac-(2R,3S)-3-(4-azido-2-(methylthio)pyrimidin-5-yl)-4-((tert-butyldimethylsilyl)oxy)-3-methylbutan-2-ol N(=[N+]=[N-])C1=NC(=NC=C1[C@]([C@@H](C)O)(CO[Si](C)(C)C(C)(C)C)C)SC |r|